benzyl (3S)-4-(azetidin-3-ylmethyl)-3-methyl-piperazine-1-carboxylate N1CC(C1)CN1[C@H](CN(CC1)C(=O)OCC1=CC=CC=C1)C